C(C)OC(CCC1=CC(=C(C(=C1)I)O)I)=O 3,5-diiododesaminotyrosine ethyl ester